1-(4-(4-cyanophenyl)-5-(isopropylthio)thiazol-2-yl)-4-(3-fluorophenyl)-3-methyl-1H-pyrazole-5-carboxylic acid C(#N)C1=CC=C(C=C1)C=1N=C(SC1SC(C)C)N1N=C(C(=C1C(=O)O)C1=CC(=CC=C1)F)C